BrC=1C(=CC(=NC1)CN)OCC1=CC=C(C=C1)OC 5-bromo-4-(4-methoxybenzyloxy)picolinamine